C(C1=CC=CC=C1)OCC(CCC(C)=O)(F)F 6-(benzyloxy)-5,5-difluorohexan-2-one